rac-tert-Butyl ((1R,2S,5R)-2-hydroxy-5-((3-((trifluoromethyl)sulfonyl)phenyl)carbamoyl)cyclopentyl)carbamate hydrochloride Cl.O[C@@H]1[C@@H]([C@@H](CC1)C(NC1=CC(=CC=C1)S(=O)(=O)C(F)(F)F)=O)NC(OC(C)(C)C)=O |r|